bromo-3-(bromomethyl)-2-chloroisonicotinic acid methyl ester COC(C1=C(C(=NC(=C1)Br)Cl)CBr)=O